(4aS,5aR)-N-(5-(2,6-dioxopiperidin-3-yl)pyridin-2-yl)azetidine-3-carboxylic acid O=C1NC(CCC1C=1C=CC(=NC1)N1CC(C1)C(=O)O)=O